1-(5-(difluoromethyl)-1,3,4-thiadiazol-2-yl)-4-((3S,5R)-3,5-dimethylpiperazin-1-yl)-N-(1-methyl-cyclopropyl)-1H-benzo[d]imidazole-6-sulfonamide FC(C1=NN=C(S1)N1C=NC2=C1C=C(C=C2N2C[C@@H](N[C@@H](C2)C)C)S(=O)(=O)NC2(CC2)C)F